CC1CC2=C(C3=CC=CC=C3C(=C2CC1)OC)OC(C(=C)C)=O 2-methyl-9-methacryloyloxy-10-Methoxy-1,2,3,4-tetrahydroanthracene